(2S,3S,4S)-4-hydroxy-2-(hydroxymethyl)-1-methylpiperidine O[C@@H]1C[C@H](N(CC1)C)CO